5,6-bis(4-(10H-phenoxazin-10-yl)-phenyl)pyrazine-2,3-dicarbonitrile C1=CC=CC=2OC3=CC=CC=C3N(C12)C1=CC=C(C=C1)C=1N=C(C(=NC1C1=CC=C(C=C1)N1C2=CC=CC=C2OC=2C=CC=CC12)C#N)C#N